(S)-N-(1-((5-chloro-2-((2-methoxy-4-(4-methylpiperazin-1-yl)phenyl)amino)pyrimidin-4-yl)methyl)-4-methylpiperidin-4-yl)-2,2-difluorocyclopropane-1-carboxamide ClC=1C(=NC(=NC1)NC1=C(C=C(C=C1)N1CCN(CC1)C)OC)CN1CCC(CC1)(C)NC(=O)[C@H]1C(C1)(F)F